CN1C=NC(=C1C(=O)OCC)C ethyl 1,4-dimethyl-1H-imidazole-5-carboxylate